5-Methyl-N-(3-(4-methyl-1H-imidazol-1-yl)-5-(trifluoromethyl)phenyl)pyrazolo[1,5-a]pyrimidine-3-carboxamide CC1=NC=2N(C=C1)N=CC2C(=O)NC2=CC(=CC(=C2)C(F)(F)F)N2C=NC(=C2)C